bis(tetraphenylphosphonium) dihydrogen pyromellitate C(C=1C(C(=O)[O-])=CC(C(=O)[O-])=C(C(=O)O)C1)(=O)O.C1(=CC=CC=C1)[P+](C1=CC=CC=C1)(C1=CC=CC=C1)C1=CC=CC=C1.C1(=CC=CC=C1)[P+](C1=CC=CC=C1)(C1=CC=CC=C1)C1=CC=CC=C1